C(C(=O)[O-])(=O)[O-].[NH4+].[Nb+5].C(C(=O)[O-])(=O)[O-].C(C(=O)[O-])(=O)[O-] niobium ammonium oxalate salt